(4-(4-(benzo[d]thiazol-5-ylamino)quinolin-7-yl)-3-fluorophenyl)((1R,5S)-3,6-diazabicyclo[3.1.1]heptan-6-yl)methanone S1C=NC2=C1C=CC(=C2)NC2=CC=NC1=CC(=CC=C21)C2=C(C=C(C=C2)C(=O)N2[C@@H]1CNC[C@H]2C1)F